(3R)-3-amino-5-[(4-chlorophenyl)methyl]-7-[5-(cyclobutylamino)-1,3,4-oxadiazol-2-yl]-8-fluoro-1,1-dioxo-2,3-dihydro-1λ6,5-benzothiazepin-4-one N[C@H]1CS(C2=C(N(C1=O)CC1=CC=C(C=C1)Cl)C=C(C(=C2)F)C=2OC(=NN2)NC2CCC2)(=O)=O